C(CC)OCCC bispropyl ether